2-((2S,4S)-1-acryloyl-4-(8-chloro-7-(6-chloro-5-methyl-1H-indazol-4-yl)-4-(3-(dimethylamino)azetidin-1-yl)-6-fluoro-1H-pyrazolo[4,3-c]quinolin-1-yl)piperidin-2-yl)acetonitrile C(C=C)(=O)N1[C@@H](C[C@H](CC1)N1N=CC=2C(=NC=3C(=C(C(=CC3C21)Cl)C2=C1C=NNC1=CC(=C2C)Cl)F)N2CC(C2)N(C)C)CC#N